2-ISOPROPYL-PYRIMIDINE-5-CARBALDEHYDE C(C)(C)C1=NC=C(C=N1)C=O